5-Methyl-N-((R)-1-(((S)-4-methyl-1-oxo-1-(((S)-1-oxo-3-((S)-2-oxopiperidin-3-yl)propan-2-yl)amino)pentan-2-yl)amino)-3-(naphthalen-1-yl)-1-oxopropan-2-yl)isoxazole-3-carboxamide CC1=CC(=NO1)C(=O)N[C@@H](C(=O)N[C@H](C(N[C@H](C=O)C[C@H]1C(NCCC1)=O)=O)CC(C)C)CC1=CC=CC2=CC=CC=C12